cyclohexane-4-ene-1,2-diyl-dimethanol C1(C(CC=CC1)CO)CO